2-(3-Chlorophenyl)-N-hydroxyacetimidamide ClC=1C=C(C=CC1)CC(NO)=N